2-ethylhexadecane C(C)C(C)CCCCCCCCCCCCCC